di(n-pentyl)cycloundecane C(CCCC)C1(CCCCCCCCCC1)CCCCC